COC(C1=CN=C(C(=C1Br)I)N)=O 6-amino-4-bromo-5-iodonicotinic acid methyl ester